OCC1CN(CC(C1)C)C(=O)OC(C)(C)C tert-butyl 3-(hydroxymethyl)-5-methylpiperidine-1-carboxylate